2-(2-chloroethyl)isoindoline-1,3-dione ClCCN1C(C2=CC=CC=C2C1=O)=O